FC1=CC=C(COC2=CC=C(C=C2)C[C@H](C(=O)O)NC([C@H](C)O)=O)C=C1 (R)-3-(4-((4-fluorobenzyl)oxy)phenyl)-2-((S)-2-hydroxypropionamido)propanoic acid